C(C)NC=1N=CC2=C(N1)NC=C2C2=NC=1N(C=C2)N=CC1 N-ethyl-5-(pyrazolo[1,5-a]pyrimidin-5-yl)-7H-pyrrolo[2,3-d]pyrimidin-2-amine